C[N-]C.C[N-]C.C[N-]C.C[N-]C.[Zr+4] zirconium tetra(dimethylamide)